FC1=C(OC=2N=CC(=NC2)NC([C@@H](C)N2CC(N(CC2)C(=O)[C@]2(CCC=3N(C2)N=CN3)O)(C)C)=O)C=CC(=C1)F (R)-N-(5-(2,4-difluorophenoxy)pyrazin-2-yl)-2-(4-((R)-6-hydroxy-5,6,7,8-tetrahydro-[1,2,4]triazolo[1,5-a]pyridine-6-carbonyl)-3,3-dimethylpiperazin-1-yl)propanamide